ClC1=CC=C(C(=C1NC(C1=C(C=C(C(=C1)F)N1N=C(N(C1=O)CC)CO)O[C@H](C(F)(F)F)C)=O)F)OC N-(6-chloro-2-fluoro-3-methoxyphenyl)-4-[4-ethyl-3-(hydroxymethyl)-5-oxo-4,5-dihydro-1H-1,2,4-triazol-1-yl]-5-fluoro-2-{[(2S)-1,1,1-trifluoropropan-2-yl]oxy}benzamide